sulfonyl-benzonitrile S(=O)(=O)=C1C(C#N)C=CC=C1